6-chloro-3,5-dihydroxyhexanoate ClCC(CC(CC(=O)[O-])O)O